NCCCCCCCCNC1=C2C(N(C(C2=CC=C1)=O)C1C(NC(CC1)=O)=O)=O 4-(8-Aminooctylamino)-2-(2,6-dioxo-3-piperidyl)isoindoline-1,3-dione